Cl.N1CCC(CC1)C1=CC=C(C=C1)N[C@H]1C(NC(CC1)=O)=O |o1:14| (R or S)-3-((4-(piperidin-4-yl)phenyl)amino)piperidine-2,6-dione hydrochloride salt